tert-butyl (S)-7-hydroxy-5-oxa-2-azaspiro[3.4]octane-2-carboxylate O[C@@H]1COC2(CN(C2)C(=O)OC(C)(C)C)C1